(S)-4-(cyclopropylethynyl)-4-(1,1-difluoroethyl)-6-fluoro-7-((3-(methylamino)-1H-pyrazol-1-yl)methyl)-3,4-dihydroquinazolin-2(1H)-one C1(CC1)C#C[C@@]1(NC(NC2=CC(=C(C=C12)F)CN1N=C(C=C1)NC)=O)C(C)(F)F